1-(o-tolyl)-7-(trifluoromethyl)quinazoline-2,4(1H,3H)-dione C1(=C(C=CC=C1)N1C(NC(C2=CC=C(C=C12)C(F)(F)F)=O)=O)C